CC1=CC(=NO1)CCNC(O[C@H]1[C@H](NC[C@@H]1O)CC1=CC=C(C=C1)OC)=O (2R,3S,4S)-4-hydroxy-2-[(4-methoxyphenyl)methyl]pyrrolidin-3-yl N-[2-(5-methyl-1,2-oxazol-3-yl)ethyl]carbamate